2-(1-(benzo[4,5]imidazo[1,2-a]pyrimidin-2-yl)piperidin-4-yl)-N-(bicyclo[2.2.1]hept-5-en-2-ylmethyl)acetamide N=1C=2N(C=CC1N1CCC(CC1)CC(=O)NCC1C3C=CC(C1)C3)C3=C(N2)C=CC=C3